C1(CCCCC1)CCC(C)=O 4-Cyclohexylbutan-2-one